CC1=CCC2CC1C2(C)C (±)-α-pinene